O1C(=CC=C1)CC1C[C@H](NC1)C(=O)O gamma-(2-furyl-methyl)-proline